(S)-8-chloro-4-((3-chloro-4-fluorophenyl)amino)-6-(((1-(oxetan-3-yl)-1H-1,2,3-triazol-4-yl)(thiazol-4-yl)methyl)amino)quinoline-3-carbonitrile ClC=1C=C(C=C2C(=C(C=NC12)C#N)NC1=CC(=C(C=C1)F)Cl)N[C@@H](C=1N=CSC1)C=1N=NN(C1)C1COC1